tert-butyl (1r,5s,6r)-6-((2-(2,3-dihydrofuro[2,3-c]imidazo[1,5-a]pyridin-7-yl) propan-2-yl) carbamoyl)-3-azabicyclo[3.1.0]hexane-3-carboxylate O1CCC2=C1C=1N(C=C2)C(=NC1)C(C)(C)NC(=O)C1[C@H]2CN(C[C@@H]12)C(=O)OC(C)(C)C